N2-(4-[2-(4-methylpiperazin-1-yl)oxoethyl]phenyl)pyrimidine-2,4-diamine CN1CCN(CC1)C(CC1=CC=C(C=C1)NC1=NC=CC(=N1)N)=O